ClC=1C=C(C=2N=CN=C(C2N1)NC1(CN(CCC1)C(=O)[O-])C1=CC=CC=C1)C(=O)OC 3-{[6-Chloro-8-(methoxycarbonyl) pyrido[3,2-d]pyrimidin-4-yl] amino}-3-phenylpiperidine-1-carboxylate